C1=CBC=2C1=CC=C1C2C=CC2=CC=CC=C21 naphtho-benzoborole